N(=[N+]=[N-])CCOCCOCCOCC(COCCOCCOCCOCOC)(COCC)C 15-((2-(2-(2-azidoethoxy)ethoxy)ethoxy)methyl)-15-methyl-2,4,7,10,13,17-hexaoxanonadecan